5-ethoxy-3,3-difluoro-5-hexylpyrrolidin-2-one C(C)OC1(CC(C(N1)=O)(F)F)CCCCCC